Potassium (2E,4E)-hexadienoate C(\C=C\C=C\C)(=O)[O-].[K+]